FC1(CC12CN(CC2)C2=CC=C(C=N2)C2CN(C2)C(=O)N2C[C@H](CC2)C(=O)N)F |r| rac-(3S)-1-[3-[6-(2,2-Difluoro-5-azaspiro[2.4]heptan-5-yl)-3-pyridyl]azetidine-1-carbonyl]pyrrolidine-3-carboxamide